tert-butyl 3-(7-bromo-2-(((S)-1-(3-(3-(tert-butoxy)-3-oxopropoxy)propyl)pyrrolidin-2-yl)methoxy)-6-chloro-8-fluoroquinazolin-4-yl)-3,8-diazabicyclo[3.2.1]octane-8-carboxylate BrC1=C(C=C2C(=NC(=NC2=C1F)OC[C@H]1N(CCC1)CCCOCCC(=O)OC(C)(C)C)N1CC2CCC(C1)N2C(=O)OC(C)(C)C)Cl